Cl.N1CC(CC1)C1=CC=2N(C(N1)=O)C=CC2 3-(pyrrolidin-3-yl)pyrrolo[1,2-c]pyrimidin-1(2H)-one hydrochloride